((1r,5r)-2,6-dioxabicyclo[3.2.1]oct-1-yl)-7-isopropoxyimidazo[1,2-a]pyridine-6-carboxylic acid [C@]12(OCC[C@@H](OC1)C2)C=2N=C1N(C=C(C(=C1)OC(C)C)C(=O)O)C2